tert-butyl (S)-(5,11-dioxo-2,3,10,11-tetrahydro-1H,5H-benzo[d]pyrazolo[1,2-a][1,2]diazepin-10-yl)carbamate O=C1N2N(C([C@H](C3=C1C=CC=C3)NC(OC(C)(C)C)=O)=O)CCC2